(±)-1-(2,6-Dichlorobenzyl)-N-(4,5-dihydroimidazo[1,2-d]pyrrolo[2,1-b][1,3,4]thiadiazepin-4-yl)-1H-1,2,4-triazole-3-carboxamide ClC1=C(CN2N=C(N=C2)C(=O)N[C@@H]2C=3N(N4C(SC2)=CC=C4)C=CN3)C(=CC=C1)Cl |r|